1-acetyl-4-(6-(2,3-bis(tert-butoxycarbonyl)guanidino)pyridin-3-yl)piperazine C(C)(=O)N1CCN(CC1)C=1C=NC(=CC1)NC(=NC(=O)OC(C)(C)C)NC(=O)OC(C)(C)C